CC=1CC(OCC1)C1=CC=C(C=C1)OC 3,6-dihydro-4-methyl-2-(4-methoxyphenyl)-2H-pyran